3-(4,4-difluoropiperidin-1-yl)benzene-1,2-diamine FC1(CCN(CC1)C1=C(C(=CC=C1)N)N)F